ClC=1C=C(C(=O)NC2=C3C(N(C=NC3=CC=C2)C=2C=NC=CC2)=O)C=CC1O 3-chloro-4-hydroxy-N-(4-oxo-3-(pyridin-3-yl)-3,4-dihydro-quinazolin-5-yl)benzamide